C(CC)C(CCOC(CCCCCCCCCCCCCCCCCCC)=O)CCCCC.CN1C[C@H](N(CC1)C(=O)C1=C(C=C(C=C1)NC(=O)C1CC1)N1C[C@@H](CC1)C)C1=CC=CC=C1 |o1:36,56| (2R,3R) or (2S,3S)-N-[4-(4-methyl-2-phenylpiperazine-1-carbonyl)-3-(3-methylpyrrolidin-1-yl)phenyl]cyclopropanecarboxamide 3-propyloctyl-icosanoate